C(C(=C)C)(=O)OC1=C(C(=C(C=C1)C(C)(C)C1=C(C(=C(C(=C1)OCC)OC(C(=C)C)=O)OCC)OCC)OCC)OCC 2-(4-methacryloxydiethoxyphenyl)-2-(4-methacryloxytriethoxyphenyl)propane